5-(methoxymethyl)phenyl-dimethyl-phosphine oxide COCC=1C=CC=C(C1)P(C)(C)=O